FC1(CN(C=C1)C)F 3,3-difluoro-1-methylpyrrole